ClC1=CC=C(C=C1)NC(NCCN1CCOCC1)=O 3-(4-Chlorophenyl)1-[2-(morpholin-4-yl)ethyl]urea